CN1N=CC(=C1)C=1N=C(C=2N(C1)N=CC2)N2CC(CCC2)NC(C#C)=O N-[1-[6-(1-methylpyrazol-4-yl)pyrazolo[1,5-a]pyrazin-4-yl]-3-piperidyl]prop-2-ynamide